(pyrimidin-2-yl)-5-(trifluoromethyl)-1H-pyrazole-4-carboxamide N1=C(N=CC=C1)N1N=CC(=C1C(F)(F)F)C(=O)N